NN1CCN(CC1)C1=C(C=CC=C1)\C=C\C(=O)C1=CC=C(C=C1)C 4-amino-4'-methylpiperazinylchalcone